N-[(S)-1-(2-cyano-6-methyl-4-pyridyl)ethyl]-4-[(S)-5-methyl-1,4-diazepan-1-yl]-8-cyclopropyl-6-methyl-1,7-diaza-3-naphthamide C(#N)C1=NC(=CC(=C1)[C@H](C)NC(=O)C=1C=NC2=C(N=C(C=C2C1N1CCN[C@H](CC1)C)C)C1CC1)C